C(CCCCCCC)C(C(=O)OCC(COC(C(CCCCCCCC)CCCCCCCC)=O)C1CCN(CC1)CCCCO)CCCCCCCC 2-(1-(4-hydroxybutyl)piperidin-4-yl)propane-1,3-diyl bis(2-octyldecanoate)